(3S)-3-methyl-1-[4-(1-phenyl-1H-pyrazol-4-yl)thiophene-2-carbonyl]piperazine C[C@H]1CN(CCN1)C(=O)C=1SC=C(C1)C=1C=NN(C1)C1=CC=CC=C1